COC([C@](NC(C(C)N1CCCC1)=O)(C(=O)O)C)C1=CC=CC=C1 beta-methoxy-alpha-methyl-2-pyrrolidinopropionyl-L-phenylalanine